BrC1=CC=C(C=C1)C1(CC(C1)O)NC(OC(C)(C)C)=O tert-butyl (1s,3s)-1-(4-bromophenyl)-3-hydroxycyclobutylcarbamate